C(=O)C1=CC=C(S1)C=1C=C2C(C3=C(SC(=C3)C=O)C2=CC1)(C1=CC=C(C=C1)CCCCCC)C1=CC=C(C=C1)CCCCCC 6-(5-formyl-thiophen-2-yl)-4,4-bis-(4-hexyl-phenyl)-4H-indeno[1,2-b]Thiophene-2-carbaldehyde